S(OC1=CC=C(C=C1)OCC1=C(C=C(C=C1F)N1C=NC(=C1)C)F)(=O)(=O)F 4-((2,6-difluoro-4-(4-methyl-1H-imidazol-1-yl)benzyl)oxy)phenyl sulfurofluoridate